C1C(=CC2=CC=CC=C12)B1OC(C(O1)(C)C)(C)C 2-(1H-inden-2-yl)-4,4,5,5-tetramethyl-1,3,2-dioxaborolan